isocyanatoethan-1-one N(=C=O)C(C)=O